COC=1C=C2C=CC(=C(C2=CC1)OC1=CC=C(OCCCCN2CCN(CC2)C=2C=C3CN(C(C3=CC2)=O)C2C(NC(CC2)=O)=O)C=C1)C1=CC=C(C=C1)S(=O)(=O)C 3-(5-(4-(4-(4-((6-methoxy-2-(4-(methylsulfonyl)phenyl)naphthalene-1-yl)oxy)phenoxy)Butyl)piperazin-1-yl)-1-oxoisoindol-2-yl)piperidine-2,6-dione